5-[(1S,5R)-8-acetyl-3,8-diazabicyclo[3.2.1]oct-3-yl]-1,3-dihydrobenzimidazol-2-one C(C)(=O)N1[C@@H]2CN(C[C@H]1CC2)C2=CC1=C(NC(N1)=O)C=C2